adamantyl-cyanoguanidine C12(CC3CC(CC(C1)C3)C2)N(C(=N)N)C#N